COC(CC=1C(=NC=CC1)OC)=O (2-methoxy-3-pyridyl)acetic acid methyl ester